NC1=NC=C(C2=C1C(=NN2[C@@H]2CN(CC2)C(C=C)=O)C#CC2=C(C(=CC(=C2F)OC)OC)F)CCN(C)C (S)-1-(3-(4-amino-3-((2,6-difluoro-3,5-dimethoxyphenyl)ethynyl)-7-(2-(dimethylamino)ethyl)-1H-pyrazolo[4,3-c]pyridin-1-yl)pyrrolidin-1-yl)prop-2-en-1-one